C(C1=CC=CC=C1)C=1SC(=NN1)N1CCN(CC1)C=1C=NN2C1C=NC(=C2)C=2C=NN(C2)C 2-benzyl-5-(4-(6-(1-methyl-1H-pyrazol-4-yl)pyrazolo[1,5-a]pyrazin-3-yl)piperazin-1-yl)-1,3,4-thiadiazole